OCC(C#N)(C1=CC=CC=C1)C 3-hydroxy-2-methyl-2-phenylpropanenitrile